C(CCCCCCCCC)OCOCC\C=C/CC[Mg]Br (3Z)-6-(decoxymethoxy)-3-hexenyl-magnesium bromide